(S)-methyl 8-bromo-2-(2-(hydroxymethyl)morpholino)-4-oxo-4H-chromene-6-carboxylate BrC=1C=C(C=C2C(C=C(OC12)N1C[C@H](OCC1)CO)=O)C(=O)OC